(2-chloro-6-methylpyrimidin-4-yl)(4-(methylsulfonyl)piperazin-1-yl)methanone ClC1=NC(=CC(=N1)C(=O)N1CCN(CC1)S(=O)(=O)C)C